6-((1S,2S)-2-(5-(2,4-di-tert-butoxypyrimidin-5-yl)pyrazolo[1,5-a]pyrimidin-7-yl)cyclopropyl)-1-(2,2,2-trifluoroethyl)-1H-pyrazolo[4,3-b]pyridine C(C)(C)(C)OC1=NC=C(C(=N1)OC(C)(C)C)C1=NC=2N(C(=C1)[C@@H]1[C@H](C1)C=1C=C3C(=NC1)C=NN3CC(F)(F)F)N=CC2